P(=S)(SC(C)C)(OCCCCCC(C)C)[O-].[Zn+2].C(C)(C)SP(=S)(OCCCCCC(C)C)[O-] zinc isopropyl isooctyl dithiophosphate